Oxalyl-bis(benzylidene) hydroxide C(C(=O)C(C1=CC=CC=C1)(O)O)(=O)C(C1=CC=CC=C1)(O)O